CC1=C(C=CC(=N1)NC(OC(C)(C)C)=O)C(=O)N1CCC(CC1)=O tert-butyl N-[6-methyl-5-(4-oxopiperidine-1-carbonyl)-2-pyridyl]carbamate